O=C1C(C[C@]2(O[C@]3([C@H](O)[C@H](O)[C@@H](O)[C@@H](O3)C)CC3=CCC(C=C3)=O)[C@H](O)[C@H](O)[C@@H](O)[C@@H](O2)C)C=CC(C1)=O 4-oxo-benzyl-alpha-L-rhamnopyranosyl-(1->3) 2,4-di-oxo-benzyl-alpha-L-rhamnopyranoside